8-Anilino-1-naphthalenesulfonic acid ammonium salt hydrate O.[NH4+].N(C1=CC=CC=C1)C=1C=CC=C2C=CC=C(C12)S(=O)(=O)[O-]